N1(CCC1)CCOC=1C=CC(=NC1)C=1C=NC(=CC1NC1CCC(CC1)C(C)(C)O)Cl 2-((1s,4s)-4-((5-(2-(Azetidin-1-yl)ethoxy)-6'-chloro-[2,3'-bipyridin]-4'-yl)amino)cyclohexyl)propan-2-ol